OC(C(=O)O)C(C)(C)O 2,3-dihydroxy-3-methylbutanoic acid